CC(CCCC1=CC=CC=C1)C 4-methyl-1-phenylpentane